C1(CC1)C1=NC=NC(=C1C=1N=C(C2=C(N1)CCN(C2)C(=O)OC(C)(C)C)OCC2=CC=C(C=C2)C=2N(C=C(N2)C(F)(F)F)C(C)C)OC tert-butyl 2-(4-cyclopropyl-6-methoxypyrimidin-5-yl)-4-((4-(1-isopropyl-4-(trifluoromethyl)-1H-imidazol-2-yl)benzyl)oxy)-7,8-dihydropyrido[4,3-d]pyrimidine-6(5H)-carboxylate